BrC=1N=C(C=2N(C1)C=NN2)NC2=CC(=C(C=C2)N2CCOCC2)C 6-bromo-N-(3-methyl-4-morpholinophenyl)-[1,2,4]triazolo[4,3-a]pyrazin-8-amine